(trifluoro)boranuide F[BH-](F)F